ClC1=C(C=CC=C1)C1=C(C(=NC2=CC(=CC=C12)C1=CC=NN1C)N1CC2(CNC2)CC1)C 4-(2-chlorophenyl)-3-methyl-7-(1-methyl-1H-pyrazol-5-yl)-2-(2,6-diazaspiro[3.4]octan-6-yl)quinoline